CN(C1=C(C=CC=C1)C1=CC=CC=C1)[Pd]OS(=O)(=O)C (N-methyl-2-phenyl-anilino)-methylsulfonyloxy-palladium(II)